ClC=1C(=NC=C(C1[C@@H](C)OC=1C=C2C(=NN(C2=CC1)C1OCCCC1)I)Cl)C 5-((R)-1-(3,5-Dichloro-2-methylpyridin-4-yl)ethoxy)-3-iodo-1-(tetrahydro-2H-pyran-2-yl)-1H-indazole